C1(CC1)CN1C2=NC=NC(=C2N=C1)OC1=CC=C(C=C1)NC(=S)NC(C1=C(C=CC=C1)F)=O N-((4-((9-(cyclopropylmethyl)-9H-purin-6-yl)oxy)phenyl)carbamothioyl)-2-fluorobenzamide